ClC=1C=C(C=CC1)C1=CNC=2N=CN=C(C21)N(CC(CO)C)C 3-((5-(3-chlorophenyl)-7H-pyrrolo[2,3-d]pyrimidin-4-yl)(methyl)amino)-2-methylpropan-1-ol